ethyl 3-{1-[(adamantan-1-yl)methyl]-5-methyl-1H-pyrazol-4-yl}-6-{3-[(1,3-benzothiazol-2-yl)amino]-4-methyl-5H,6H,7H,8H,9H-pyridazino[3,4-b]azepin-9-yl}pyridine-2-carboxylate C12(CC3CC(CC(C1)C3)C2)CN2N=CC(=C2C)C=2C(=NC(=CC2)N2C3=C(CCCC2)C(=C(N=N3)NC=3SC2=C(N3)C=CC=C2)C)C(=O)OCC